2-(2-(t-butylamino)-2-oxoethyl)-5-(trimethoxysilyl)pentanoic acid C(C)(C)(C)NC(CC(C(=O)O)CCC[Si](OC)(OC)OC)=O